(R)-4-amino-1-(piperidin-3-yl)-1,3-dihydro-2H-imidazo[4,5-c]Pyridin-2-one NC1=NC=CC2=C1NC(N2[C@H]2CNCCC2)=O